phenyl (3-(trifluoromethyl)isothiazol-5-yl)carbamate FC(C1=NSC(=C1)NC(OC1=CC=CC=C1)=O)(F)F